C1(CC1)C1=C(C(=NO1)C1=C(C=CC=C1Cl)Cl)CO[C@H]1[C@@H]2CN([C@H](C1)C2)C=2SC1=C(N2)C(=CC(=C1)C(=O)O)C(F)(F)F 2-[(1S,4S,5R)-5-{[5-cyclopropyl-3-(2,6-dichlorophenyl)-1,2-oxazol-4-yl]methoxy}-2-azabicyclo[2.2.1]heptan-2-yl]-4-(trifluoromethyl)-1,3-benzothiazole-6-carboxylic acid